FC(N1N=C(C(=C1C)C=1C=NN2C1C=C(C=C2)C2=CC=C(O2)C(=O)OC)C)F methyl 5-[3-[1-(difluoro-methyl)-3,5-dimethyl-pyrazol-4-yl]pyrazolo[1,5-a]pyridin-5-yl]furan-2-carboxylate